benzyl N-(3-((tert-butyldimethylsilyl)oxy)-2,2-dimethylpropyl)-N-((chloromethoxy)carbonyl)glycinate [Si](C)(C)(C(C)(C)C)OCC(CN(CC(=O)OCC1=CC=CC=C1)C(=O)OCCl)(C)C